N-(2-amino-2-methylpropyl)-N-{1-[3-(trifluoromethyl)phenyl]cyclobutyl}carbamic acid methyl ester COC(N(C1(CCC1)C1=CC(=CC=C1)C(F)(F)F)CC(C)(C)N)=O